S1C(=NC=C1)S(=O)(=O)F Thiazole-2-sulfonyl fluoride